C(C1=CC=CC=C1)(=O)C=1C=C(C(=O)N2O[C@@H](C(N3C2CN(C([C@@H]3CC(C)C)=O)C3CCN(CC3)C)=O)CC(C)C)C=CC1 (3R,6S)-1-(3-benzoylbenzoyl)-3,6-diisobutyl-8-(1-methylpiperidin-4-yl)tetrahydropyrazino[2,1-c][1,2,4]oxadiazine-4,7(3H,6H)-dione